CC(=O)CC(C(=O)C)O The molecule is a diketone that is hexane-2,5-dione in which a hydrogen at position 3 has been replaced by a hydroxy group. It has a role as a plant metabolite. It is a diketone, a secondary alpha-hydroxy ketone and a beta-hydroxy ketone.